FC=1C=C(C(=O)N2CC(C2)NC2=NC=3N([C@H](C(NC3C(=N2)C)=O)C(C)C)C)C=C(C1OC)F (S)-2-((1-(3,5-difluoro-4-methoxybenzoyl)azetidin-3-yl)amino)-7-isopropyl-4,8-dimethyl-7,8-dihydropteridin-6(5H)-one